(1S,3S)-3-(4-fluorophenoxy)cyclobutyl 4-methylbenzenesulfonate CC1=CC=C(C=C1)S(=O)(=O)OC1CC(C1)OC1=CC=C(C=C1)F